Tert-butyl-(2-hydroxypropyl) carbamate C(N)(OCC(CC(C)(C)C)O)=O